2-(4-(8-methoxy-4-oxo-2-(trifluoromethyl)-4H-pyrimido[1,2-a]pyrimidin-3-yl)phenoxy)propanenitrile COC1=NC=2N(C(C(=C(N2)C(F)(F)F)C2=CC=C(OC(C#N)C)C=C2)=O)C=C1